CN1C(N(C2=C1C(=CC=C2)CC2CC(C2)OCCCNC)C2C(NC(CC2)=O)=O)=O 3-(3-Methyl-4-(((1r,3s)-3-(3-(methylamino)propoxy)cyclobutyl)methyl)-2-oxo-2,3-dihydro-1H-benzo[d]imidazol-1-yl)piperidine-2,6-dione